C(#N)C1=C(OC2=C(C=C(C=C2C1=O)C)C(C)NC1=C(C(=O)OC(C)(C)C)C=CC=C1)SCC tert-Butyl 2-[1-(3-cyano-2-ethylsulfanyl-6-methyl-4-oxo-chromen-8-yl)ethylamino]benzoate